C(#N)C=1NC2=CC=CC=C2C1.[Se] selenium cyanoindole